N-(oxetan-3-yl)-1,2,3,4-tetrahydroisoquinolin-8-amine O1CC(C1)NC=1C=CC=C2CCNCC12